2-oxo-4-hydroxy-hexanoate O=C(C(=O)[O-])CC(CC)O